N,N-dipentylamine C(CCCC)NCCCCC